C1(CC1)N[C@@H]1CC[C@@H]2[C@H]1N(C(N2)=O)C=2SC1=C(N2)C2=C(C=C1)OCC2 |r| rac-(3aR,6R,6aS)-6-(cyclopropylamino)-1-(7,8-dihydrofuro[3,2-e][1,3]benzothiazol-2-yl)hexahydrocyclopenta[d]imidazol-2(1H)-one